C(C)(=O)N1CCC(CC1)CNC(CCC1=NC=2C(=NC=CC2)N1CC1=CC=C(C=C1)OC(F)(F)F)=O N-(1-Acetyl-piperidin-4-ylmethyl)-3-[3-(4-trifluoromethoxy-benzyl)-3H-imidazo[4,5-b]pyridin-2-yl]-propionamide